ClC1=C(C=2N=C(N=C(C2C=2N1CCN2)O)SC)F 5-chloro-6-fluoro-8-(methylthio)-2,3-dihydroimidazo[1',2':1,2]pyrido[4,3-d]pyrimidin-10-ol